BrC1=CC=C(CN2N=C(C=C2C)C(=O)O)C=C1 1-(4-bromobenzyl)-5-methyl-1H-pyrazole-3-carboxylic acid